C1(=CC=CC=C1)C(=CCN(CCN1N=NC(=C1)CO)[C@H](C)C1=CC=C(C=C1)F)C1=CC=CC=C1 (R)-(1-(2-((3,3-diphenylallyl)(1-(4-fluorophenyl)ethyl)amino)ethyl)-1H-1,2,3-triazol-4-yl)methanol